tert-Butyl (2-((5-bromo-3-((2-(1,3-dioxoisoindolin-2-yl)ethyl)sulfonamido)pyridin-2-yl)oxy)ethyl)(isopropyl)carbamate BrC=1C=C(C(=NC1)OCCN(C(OC(C)(C)C)=O)C(C)C)NS(=O)(=O)CCN1C(C2=CC=CC=C2C1=O)=O